FC=1C=C2C(=CNC2=CC1)CCCN1CCN(CC1)C1=NSC2=C1C=CC(=C2)C 3-(4-(3-(5-fluoro-1H-indol-3-yl)propyl)piperazin-1-yl)-6-methylbenzo[d]isothiazole